4-(3-(2-(3-(Aminomethyl)-4,5-dimethylphenoxy)ethyl)piperidin-1-yl)-4-oxobutanoic acid ethyl ester C(C)OC(CCC(=O)N1CC(CCC1)CCOC1=CC(=C(C(=C1)C)C)CN)=O